(S)-N-(2-Cyclopropyl-4-methyl-5-oxo-5,6,7,8-tetrahydro-4H-pyrazolo[1,5-a][1,3]diazepin-6-yl)-1-(2,5-difluorobenzyl)-1H-1,2,4-triazol-3-carboxamid C1(CC1)C1=NN2C(N(C([C@H](CC2)NC(=O)C2=NN(C=N2)CC2=C(C=CC(=C2)F)F)=O)C)=C1